6-(4-(hydroxymethyl)-5-methyl-2H-1,2,3-triazol-2-yl)-4-methylpyridine-3-carbonitrile OCC1=NN(N=C1C)C1=CC(=C(C=N1)C#N)C